C(C1=CC=CC=C1)(C1=CC=CC=C1)N1CC(C1)=C([C@@H](C)O)C (R)-3-(1-benzhydrylazetidin-3-ylidene)-butan-2-ol